FC1(CC(CN(C1)C)NC(CN1N=C(N2C(C1=O)=CC1=C2SC=C1)C(C)C)=O)F N-(5,5-difluoro-1-methylpiperidin-3-yl)-2-(8-isopropyl-5-oxothieno[3',2':4,5]pyrrolo[1,2-d][1,2,4]triazin-6(5H)-yl)acetamide